[N+](=O)([O-])C1=C(C=CC=C1)C1=NN(C(=C1)CN)C1OCCCC1 (3-(2-nitrophenyl)-1-(tetrahydro-2H-pyran-2-yl)-1H-pyrazol-5-yl)methanamine